ClC=1C=C(C=CC1Cl)N1C(=CC=2C1=NC=CC2)C(=O)O 1-(3,4-Dichlorophenyl)-1H-pyrrolo[2,3-b]pyridine-2-carboxylic acid